tert-butyl (3R)-3-hydroxypyrrolidine-1-carboxylate O[C@H]1CN(CC1)C(=O)OC(C)(C)C